C(C)(=O)N1C(C=CC2=CC=CC=C12)=O acetyl-quinolin-2(1H)-one